ClC=1C=C2C=C(NC2=CC1)CNC(N(C1CN(CCC1)C(CN1C(N=CC=C1)=O)=O)C)=O 3-[(5-chloro-1H-indol-2-yl)methyl]-1-methyl-1-{1-[2-(2-oxo-1,2-dihydropyrimidin-1-yl)acetyl]piperidin-3-yl}urea